FC(C(C(C(S(=O)(=O)[O-])(F)F)(F)F)(F)F)(F)F.C(C)(C)(C)C1=CC=C(C=C1)[I+]C1=CC=C(C=C1)C(C)(C)C bis(4-t-butylphenyl)iodonium nonafluoro-n-butanesulfonate